N[C@@H]1COC2=C(N(C1)C)C=CC=C2 (3S)-3-amino-5-methyl-2,3-dihydro-1,5-benzoxazepine